2-methyl-5-methylene-adipic acid CC(C(=O)O)CCC(C(=O)O)=C